C(CCCCCCCC(=O)O)(=O)O.CNC Dimethylamine azelate